1,1-dideuterio-2-(2,6-dichlorophenyl)ethanol [2H]C(CC1=C(C=CC=C1Cl)Cl)(O)[2H]